2,2-diiodo-4-dimethylaminomethyl-[1,3]-dioxolane IC1(OCC(O1)CN(C)C)I